C(N)(OC(C=O)CCCCC)=O 1-oxohept-2-yl carbamate